3-benzyl-5-(4-methoxyphenyl)pyrazin-2-amine hydrochloride salt Cl.C(C1=CC=CC=C1)C=1C(=NC=C(N1)C1=CC=C(C=C1)OC)N